3-bromo-5,7-dichloro-1-(difluoromethyl)pyrrolo[3,2-b]pyridine BrC1=CN(C=2C1=NC(=CC2Cl)Cl)C(F)F